tert-butyl N-{2-fluoro-3-[(7-hydroxy-4-methyl-2-oxo-3,4-dihydro-2H-1,3-benzoxazin-3-yl)methyl]phenyl}carbamate FC1=C(C=CC=C1CN1C(OC2=C(C1C)C=CC(=C2)O)=O)NC(OC(C)(C)C)=O